(1R,2R,5S)-2-(1-hydroxyethyl)-3,8-diazabicyclo[3.2.1]octane-3,8-dicarboxylic acid 3-benzyl 8-(tert-butyl) ester C(C)(C)(C)OC(=O)N1[C@H]2[C@@H](N(C[C@@H]1CC2)C(=O)OCC2=CC=CC=C2)C(C)O